C(C)OC(CCC(=O)C1=NC2=CC=C(C=C2C(=C1O)C#N)CCC1=CC=CC=C1)=O 4-(4-cyano-3-hydroxy-6-phenethyl-quinolin-2-yl)-4-oxo-butyric acid ethyl ester